FC1=C(C(=O)P(C2=CC=CC=C2)(C2=CC=CC=C2)=O)C(=CC=C1)F 2,6-difluorobenzoyl-diphenylphosphine oxide